4,6-dichloro-N-(3-(trifluoromethyl)phenyl)-[1,3,5]Triazin-2-amine ClC1=NC(=NC(=N1)Cl)NC1=CC(=CC=C1)C(F)(F)F